2,5-dihydro-1,2-oxazepin O1NC=CCC=C1